methyl (1s,3s)-3-(3-(difluoromethyl)-5-(3-(1-(o-tolyl)cyclopropyl)-1,2,4-oxadiazol-5-yl)-1H-pyrazol-1-yl)-1-methoxycyclobutane-1-carboxylate FC(C1=NN(C(=C1)C1=NC(=NO1)C1(CC1)C1=C(C=CC=C1)C)C1CC(C1)(C(=O)OC)OC)F